thiodiethylene bis[3-(3,5-di-tert.-butyl-4-hydroxy-phenyl)propionate] C(C)(C)(C)C=1C=C(C=C(C1O)C(C)(C)C)CCC(=O)OCCSCCOC(CCC1=CC(=C(C(=C1)C(C)(C)C)O)C(C)(C)C)=O